ClC=1C=C(C=C(C1)Cl)C=1OC2=C(N1)C=CC(=C2)C(=O)N[C@H]2[C@H](CCC2)O 2-(3,5-dichlorophenyl)-N-((cis)-2-hydroxycyclopentyl)benzo-[d]oxazole-6-carboxamide